S1C=NC2=C1C(=CC=C2)[C@@H](C=2N=NN(C2)C2(CC2)C(F)(F)F)NC=2C=C1C(=C(C=NC1=C(C2)Cl)C#N)NCC(C)(C)C (S)-6-((benzo[d]thiazol-7-yl(1-(1-(trifluoromethyl)cyclopropyl)-1H-1,2,3-triazol-4-yl)methyl)amino)-8-chloro-4-(neopentylamino)quinoline-3-carbonitrile